[C@H](C)(CC)NC=1N=CC2=C(N1)NC=C2C=2C=C(C=1N(C2)C(=CN1)C)F (S)-N-(sec-Butyl)-5-(8-fluoro-3-methylimidazo[1,2-a]pyridin-6-yl)-7H-pyrrolo[2,3-d]pyrimidin-2-amine